CN1CCN(CC1)C1=CC=C(C=C1)C1=NN(C2=C1C=NC=C2)[C@H]2CN(CCC2)C(C=C)=O (R)-1-(3-(3-(4-(4-methylpiperazin-1-yl)phenyl)-1H-pyrazolo[4,3-c]pyridin-1-yl)piperidin-1-yl)prop-2-en-1-one